2-methyl-1,3-thiazol-4-yl-N-[7-methoxy-8-(3-morpholin-4-ylpropoxy)-2,3-dihydroimidazo[1,2-c]quinazolin-5-yl]-formamide CC=1SC=C(N1)N(C=O)C1=NC=2C(=C(C=CC2C=2N1CCN2)OCCCN2CCOCC2)OC